O=C1NC2=C(SC3=C1C=CC=C3)C=CC(=C2)C(=O)NC[C@H](C(=O)OC)C2=CC=CC=C2 methyl (R)-3-(11-OxO-10,11-dihydrodibenzo[b,f][1,4]thiazepine-8-carboxamido)-2-phenylpropanoate